O=C1NC(CCC1N1C(C2=CC=C(C=C2C1)C(=O)NC(C1=NC(=CC=C1)OC)=N)=O)=O 2-(2,6-dioxopiperidin-3-yl)-N-(imino(6-methoxypyridin-2-yl)methyl)-1-oxoisoindoline-5-carboxamide